1,2-bis(4-(2-hydroxyethoxy)phenyl)-1,2-diphenylethane-1,2-diol OCCOC1=CC=C(C=C1)C(C(O)(C1=CC=CC=C1)C1=CC=C(C=C1)OCCO)(O)C1=CC=CC=C1